(2S,3S)-N-(5-chloro-2,4-difluoro-phenyl)-3-hydroxy-pyrrolidine-2-carboxamide ClC=1C(=CC(=C(C1)NC(=O)[C@H]1NCC[C@@H]1O)F)F